CC1(CN(C1)CCC(=O)NC=1C=C(C(=NC1)C)NC(=O)C=1C=NN2C1SC(=C2)C=2C=NN(C2)CCOC)C N-(5-(3-(3,3-dimethylazetidin-1-yl)propanamido)-2-methylpyridin-3-yl)-2-(1-(2-methoxyethyl)-1H-pyrazol-4-yl)pyrazolo[5,1-b]thiazole-7-carboxamide